ClC1=NC2=C(C(=CC=C2C(=C1)NCC(=O)OC(C)(C)C)Cl)Cl tert-butyl (2,7,8-trichloroquinolin-4-yl)glycinate